N1=CC=C(C=C1)C1=NN(C2=CC(=C(C=C12)N)N)C(C1=CC=CC=C1)(C1=CC=CC=C1)C1=CC=CC=C1 3-(pyridin-4-yl)-1-trityl-1H-indazole-5,6-diamine